C(CCC)CC(=O)C1=CC=C(C=C1)O butyl-p-hydroxyacetophenone